(4-(Methyl((trans)-4-((N-methylsulfamoyl) methyl)cyclohexyl)amino)-7H-pyrrolo[2,3-d]pyrimidin-7-yl)methyl 2-(3-benzoylphenyl)propanoate C(C1=CC=CC=C1)(=O)C=1C=C(C=CC1)C(C(=O)OCN1C=CC2=C1N=CN=C2N([C@@H]2CC[C@H](CC2)CS(NC)(=O)=O)C)C